1-Chloro-1,1,3,3,5,5,7,7-octamethyl-tetrasiloxan Cl[Si](O[Si](O[Si](O[SiH](C)C)(C)C)(C)C)(C)C